4-(5-(cyclopropanesulfonyl)-2-((trans-4-methylcyclohexyl)amino)phenyl)-2,6-dimethyl-1,6-dihydro-7H-pyrrolo[2,3-c]pyridin-7-one C1(CC1)S(=O)(=O)C=1C=CC(=C(C1)C=1C2=C(C(N(C1)C)=O)NC(=C2)C)N[C@@H]2CC[C@H](CC2)C